ClC=1C=C(C=2N(N1)C=CN2)[C@@H]2[C@H](C2)C=2C=CC1=C(N=C(S1)C)C2 5-((1S,2S)-2-(6-chloroimidazo[1,2-b]pyridazin-8-yl)cyclopropyl)-2-methylbenzo[d]thiazole